FC=1C(=CC2=C(N(C(=N2)C)C)C1F)C#CC1=NN(C(=C1C(=O)N)NC)[C@@H]1CN([C@H](C1)COC)C(C=C)=O 3-[2-(6,7-difluoro-1,2-dimethyl-1,3-benzodiazol-5-yl)ethynyl]-1-[(3S,5R)-5-(methoxymethyl)-1-(prop-2-enoyl)pyrrolidin-3-yl]-5-(methylamino)pyrazole-4-carboxamide